N1N=C(N=C1)C1=C2C(=NC=C1)N(N=C2CN)C2=CC=C(C=C2)OC(F)(F)F (4-(1H-1,2,4-triazol-3-yl)-1-(4-(trifluoromethoxy)phenyl)-1H-pyrazolo[3,4-b]pyridin-3-yl)methylamine